N-[4-[(E)-3-[4-[2-Hydroxyethyl(methyl)amino]phenyl]prop-2-enoyl]phenyl]cyclohex-2-ene-1-carboxamide OCCN(C1=CC=C(C=C1)/C=C/C(=O)C1=CC=C(C=C1)NC(=O)C1C=CCCC1)C